ClC=1C(=NC(=NC1)N1C[C@@H](C(CC1)(F)F)C)O (S)-5-chloro-2-(4,4-difluoro-3-methylpiperidin-1-yl)pyrimidin-4-ol